ClC1=CC=C(C=C1)[C@@]1(N(C(C2=CC(=CC=C12)C(C)(C)O)=O)CC1=CC=C(C=C1)Cl)OCC1(CCC1)CO (3R)-3-(4-Chlorophenyl)-2-[(4-chlorophenyl)methyl]-3-{[1-(hydroxymethyl)cyclobutyl]methoxy}-6-(2-hydroxypropan-2-yl)-2,3-dihydro-1H-isoindol-1-on